4-(1-pyridinio)butyrate [N+]1(=CC=CC=C1)CCCC(=O)[O-]